methyl 2-[(4S,5S)-4-(4-fluorophenyl)-3-methyl-6-oxo-1-phenyl-5-[3-(trifluoromethyl) benzamido]-1H,4H,5H,6H,7H-pyrazolo[3,4-b]pyridin-7-yl]acetate FC1=CC=C(C=C1)[C@H]1C2=C(N(C([C@H]1NC(C1=CC(=CC=C1)C(F)(F)F)=O)=O)CC(=O)OC)N(N=C2C)C2=CC=CC=C2